C(CCCC)(=O)OCCCCCCCCCCCCCCCCCCCCCCCCCCCCCC n-triacontyl valerate